(S)-7-((S)-(2-aminopyrazin-4-yl)fluoromethyl)-4-(cyclopropylethynyl)-6-fluoro-4-(trifluoromethyl)-3,4-dihydroquinazolin-2(1H)-one NC1=NC=CN(C1)[C@H](C1=C(C=C2[C@](NC(NC2=C1)=O)(C(F)(F)F)C#CC1CC1)F)F